N-(4-(2-((6-((2-(2,6-dioxopiperidin-3-yl)-1-oxoisoindolin-4-yl)amino)-6-oxohexyl)amino)-2-oxoethyl)phenyl)-4-guanidino-3-methoxybenzamide hydrochloride Cl.O=C1NC(CCC1N1C(C2=CC=CC(=C2C1)NC(CCCCCNC(CC1=CC=C(C=C1)NC(C1=CC(=C(C=C1)NC(=N)N)OC)=O)=O)=O)=O)=O